tert-butyl N-[[3-[[2-cyano-4-methyl-5-[[2-[6-(2,2,2-trifluoroethyl)quinazolin-4-yl]-2,7-diazaspiro[3.5]nonan-7-yl]methyl]indol-1-yl]methyl]-1-bicyclo[1.1.1]pentanyl]sulfamoyl]carbamate C(#N)C=1N(C2=CC=C(C(=C2C1)C)CN1CCC2(CN(C2)C2=NC=NC3=CC=C(C=C23)CC(F)(F)F)CC1)CC12CC(C1)(C2)NS(=O)(=O)NC(OC(C)(C)C)=O